C1=2C=C(C=CC2CC1)[C@H]([C@H]1O[C@H]([C@@H]([C@@H]1O)O)N1C=CC2=C1N=CN=C2CCl)O (2R,3S,4R,5R)-2-((R)-bicyclo[4.2.0]octa-1(6),2,4-trien-3-yl(hydroxy)methyl)-5-(4-(chloromethyl)-7H-pyrrolo[2,3-d]pyrimidin-7-yl)tetrahydrofuran-3,4-diol